ClC=1C(=CC2=C(N=C(N=C2)SC)N1)OC1=C(C=C(C=C1)F)F 7-Chloro-6-(2,4-difluorophenoxy)-2-(methylthio)pyrido[2,3-d]pyrimidine